N-[2-(azetidin-3-yl)-5-(5-methylfuran-2-yl)-[1,2,4]triazolo[1,5-c]pyrimidin-7-yl]cyclopropanecarboxamide N1CC(C1)C1=NN2C(=NC(=CC2=N1)NC(=O)C1CC1)C=1OC(=CC1)C